acryloyl-2-pyrrolidone C(C=C)(=O)N1C(CCC1)=O